FC(/C(=C(\C(C(F)(F)F)(C(F)(F)F)F)/F)/F)(F)F Z-perfluoro(4-methyl-2-pentene)